ClC1=CC=C(C=C1)C=1N=C2N(C=CC=C2)C1CN1C2CN(C(C1)CC2)C(=O)C2=C(C=CC(=C2)F)C (5-{[2-(4-Chlorophenyl)imidazo[1,2-a]pyridin-3-yl]methyl}-2,5-diazabicyclo[2.2.2]oct-2-yl)(5-fluoro-2-methylphenyl)methanon